FC1=C(C=C(C(=C1)F)F)C(CCO)O 1-(2,4,5-trifluorophenyl)propane-1,3-diol